FC=1C=C(C=CC1N1[C@@H]2CN([C@H](C1)C2)CC#C)N2C(=NC=1C2=NC(=CC1)C1=CC(=NC=C1)N)C 4-(3-(3-fluoro-4-((1S,4S)-5-(prop-2-yn-1-yl)-2,5-diazabicyclo[2.2.1]heptan-2-yl)phenyl)-2-methyl-3H-imidazo[4,5-b]pyridin-5-yl)pyridin-2-amine